(E)-N-(1-adamantyl)-3-(2-(2-amino-5-pyrimidinyl)-4-morpholinyl-6-thieno[3,2-d]pyrimidinyl)acrylamide C12(CC3CC(CC(C1)C3)C2)NC(\C=C\C2=CC=3N=C(N=C(C3S2)N2CCOCC2)C=2C=NC(=NC2)N)=O